(3R,5S)-5-[[4-[6-(3,5-dimethylisoxazol-4-yl)-1H-indol-3-yl]-5-(trifluoromethyl)pyrimidin-2-yl]-amino]-N,N-dimethyl-piperidine-3-carboxamide CC1=NOC(=C1C1=CC=C2C(=CNC2=C1)C1=NC(=NC=C1C(F)(F)F)N[C@H]1C[C@H](CNC1)C(=O)N(C)C)C